C12(CC3CC(CC(C1)C3)C2)P(CCCC)C23CC1CC(CC(C2)C1)C3 di((3S,5S,7S)-adamantan-1-yl)(butyl)phosphine